cholestenenol C(=C(C)C=CC[C@@H](C)[C@H]1CC[C@H]2[C@@H]3CCC4CCCC[C@]4(C)[C@H]3CC[C@]12C)O